OC1=C(C(=CC(=C1)COC)COC)C(C)=O 2'-hydroxy-4',6'-dimethoxymethyl-acetophenone